COC1=CC=C(C=C1)/C=C/C(=O)C1=C(C=CC=C1)OC1OCCCC1 (E)-3-(4-Methoxyphenyl)-1-[2-(oxan-2-yloxy)phenyl]prop-2-en-1-one